C(C)(C)(C)OC(=O)N(C1=NC=CC(=C1)C=1OC=C(N1)C(=O)NC=1C(=NN(C1)C1=CC=C(C(=O)O)C=C1)C(F)(F)F)CC1CC1 4-(4-(2-(2-((Tert-butoxycarbonyl)(cyclopropylmethyl)amino)pyridin-4-yl)oxazole-4-carboxamido)-3-(trifluoromethyl)-1H-pyrazol-1-yl)benzoic acid